CC(C(=O)OCC(F)(F)F)(C)C1C2(CC2)C(=NN1C1=CC=CC=C1)C=1C=C(C=CC1)C 2,2,2-Trifluoroethyl 2-methyl-2-(5-phenyl-7-(m-tolyl)-5,6-diazaspiro[2.4]hept-6-en-4-yl)propanoate